4-chloro-7-(3-chloro-1-isopropyl-1H-indazol-5-ylmethoxy)-2H-chromene-3-carbaldehyde ClC1=C(COC2=CC(=CC=C12)OCC=1C=C2C(=NN(C2=CC1)C(C)C)Cl)C=O